FC1(OC2=C(O1)C=CC(=C2)N2CCN(CC2)C(C(=O)N(C)C)C2=CC=CC=C2)F 2-(4-(2,2-Difluorobenzo[d][1,3]dioxol-5-yl)piperazin-1-yl)-N,N-dimethyl-2-phenylacetamide